5-Methyl-5-propyl-1,3-dioxolane-2-one CC1(COC(O1)=O)CCC